4-(1-((3,3-difluoro-1-methylcyclobutyl)methyl)-3-(1,2,2-trifluorocyclopropyl)-4-(trifluoromethyl)-1H-pyrazole-5-carboxamido)-2-(S-methylsulfonimidoyl)pyridine 1-oxide FC1(CC(C1)(C)CN1N=C(C(=C1C(=O)NC1=CC(=[N+](C=C1)[O-])S(=O)(=N)C)C(F)(F)F)C1(C(C1)(F)F)F)F